N-[2-(1-phenyl-1H-pyrrol-2-yl)[1,2,4]triazolo[1,5-a]pyridin-6-yl]-N'-[(pyridin-4-yl)methyl]urea C1(=CC=CC=C1)N1C(=CC=C1)C1=NN2C(C=CC(=C2)NC(=O)NCC2=CC=NC=C2)=N1